FC(OC1=C(C=O)C=CC(=C1)C#C[Si](C(C)C)(C(C)C)C(C)C)F 2-(difluoromethoxy)-4-{[tri(propan-2-yl)silyl]ethynyl}benzaldehyde